4-phenyl-2-(thiophen-2-yl)-2H-benzo[e][1,3]oxazin-3(4H)-ol C1(=CC=CC=C1)C1N(C(OC2=C1C=CC=C2)C=2SC=CC2)O